Methyl 5-(benzo[d]oxazol-5-yl)-2-(((1RS,2S)-2-((tert-butoxycarbonyl)amino)-1-cyano-3-(1H-indol-3-yl)propyl)amino)benzoate O1C=NC2=C1C=CC(=C2)C=2C=CC(=C(C(=O)OC)C2)N[C@H]([C@H](CC2=CNC1=CC=CC=C21)NC(=O)OC(C)(C)C)C#N |&1:20|